methyl-1,2-cyclopentene oxide CC12CCCC1O2